ClC1=C(C=CC=C1Cl)C1=C(NC=2C1=NC=CC2)C2=C(C=NC=C2)OC[C@H]2N(CCC2)C(C=C)=O 1-{(2S)-2-[({4-[3-(2,3-dichlorophenyl)-1H-pyrrolo[3,2-b]pyridin-2-yl]pyridin-3-yl}oxy)methyl]pyrrolidin-1-yl}prop-2-en-1-one